N1(C=NC=C1)C=1C=C2C(=C(N1)C(=O)O)SC=C2 5-(imidazole-1-yl)thieno[2,3-c]Pyridine-7-carboxylic acid